FC(C1=NN=C(O1)C1=CN=C(S1)CN(S(=O)(=O)CCN1CC2C(C1)COC2)C=2C=NC=CC2)F N-((5-(5-(difluoromethyl)-1,3,4-oxadiazol-2-yl)thiazol-2-yl)methyl)-N-(pyridin-3-yl)-2-(tetrahydro-1H-furo[3,4-c]pyrrol-5(3H)-yl)ethane-1-sulfonamide